(3,3-difluorocyclopentyl)methylamine hydrochloride Cl.FC1(CC(CC1)CN)F